BrC=1C=C2N3C4(CCCCN(CCOC=5N(N=CC5C=5C(N(C=C(C(NC3=NC2=CC1)=O)C5)C)=O)C)C4)C 5-bromo-1,15,21-trimethyl-23-oxa-2,9,11,15,20,21,26-heptaazahexacyclo[24.4.1.1^{13,17}.0^{2,10}.0^{3,8}.0^{18,22}]dotriaconta-3,5,7,9,13,17(32),18(22),19-octaene-12,16-dione